5-bromo-7-{1-[1-(2-fluorophenyl)-1H-1,2,3-triazol-4-yl]ethyl}pyrrolo[2,1-f][1,2,4]triazin-4-amine BrC=1C=C(N2N=CN=C(C21)N)C(C)C=2N=NN(C2)C2=C(C=CC=C2)F